6-(2-Methyl-4-(3,4,5-trifluorophenyl)-1H-imidazol-5-yl)-1H-indazole CC=1NC(=C(N1)C1=CC(=C(C(=C1)F)F)F)C1=CC=C2C=NNC2=C1